1-[(3R)-1-benzyl-7-cyano-3-methyl-2-oxo-3H-pyrido[2,3-b][1,4]oxazin-6-yl]-3-tert-butylurea C(C1=CC=CC=C1)N1C2=C(O[C@@H](C1=O)C)N=C(C(=C2)C#N)NC(=O)NC(C)(C)C